O[C@@H]1C[C@H](N(C1)C([C@H](C(C)(C)C)NC(CCOCCOCCC(=O)O)=O)=O)C(NCC1=CC=C(C=C1)C1=C(N=CS1)C)=O 3-(2-(3-(((S)-1-((2S,4R)-4-Hydroxy-2-((4-(4-methylthiazol-5-yl)benzyl)carbamoyl)pyrrolidin-1-yl)-3,3-dimethyl-1-oxobutane-2-yl)amino)-3-oxopropoxy)ethoxy)propionic acid